N[C@H]1[C@@H]2N(C[C@H]1CC2)C(=O)C2=CC1=C(N(C(=N1)C1=CC=3C=4N1[C@@H]([C@@H](NC4C=CC3)C)CC)C)C(=C2)F cis-((1R,4R,7R)-7-amino-2-azabicyclo[2.2.1]heptan-2-yl)(2-(3-ethyl-2-methyl-2,3-dihydro-1H-pyrrolo[1,2,3-de]quinoxalin-5-yl)-7-fluoro-1-methyl-1H-benzo[d]imidazol-5-yl)methanone